5-[4-(3,9-diazaspiro[5.5]undecan-3-yl)anilino]-16-hydroxy-16-methyl-2,4,6,10,21-pentazatetracyclo[15.3.1.02,10.03,8]henicosa-1(21),3(8),4,6,12,17,19-heptaen-9-one C1CN(CCC12CCNCC2)C2=CC=C(NC1=NC=3N4C=5C=CC=C(C(CCC=CCN4C(C3C=N1)=O)(C)O)N5)C=C2